[Cl-].C(C=C)[N+](CCOCC)(CCOCC)CC=C diallylbis(β-ethoxyethyl)ammonium chloride